N-(allyloxy)-4-amino-N-((5-bromopyridin-2-yl)methyl)-1,3-diethyl-1H-pyrazolo[4,3-c]quinoline-8-carboxamide C(C=C)ON(C(=O)C1=CC=2C3=C(C(=NC2C=C1)N)C(=NN3CC)CC)CC3=NC=C(C=C3)Br